4-(((3S,4R,5R,6R)-4,5-dihydroxy-6-(hydroxymethyl)tetrahydro-2H-pyran-3-yl)amino)-6-(4-methylpiperazin-1-yl)pyrimidine-2-carbonitrile O[C@@H]1[C@H](CO[C@@H]([C@@H]1O)CO)NC1=NC(=NC(=C1)N1CCN(CC1)C)C#N